alpha-naphthylethyl-ammonium C1(=CC=CC2=CC=CC=C12)C(C)[NH3+]